rac-(1S*,2S*)-2-(6-cyano-2-fluoro-3-methoxyphenyl)-N-(6-(((6-cyclopropylimidazo[1,2-a]pyridin-2-yl)methyl)amino)pyrimidin-4-yl)cyclopropane-1-carboxamide C(#N)C1=CC=C(C(=C1[C@@H]1[C@H](C1)C(=O)NC1=NC=NC(=C1)NCC=1N=C2N(C=C(C=C2)C2CC2)C1)F)OC |r|